2-amino-2-[5-[bis[(4-methoxyphenyl)methyl]amino]-6-methyl-1H-pyrrolo[3,2-b]pyridin-2-yl]acetonitrile NC(C#N)C1=CC2=NC(=C(C=C2N1)C)N(CC1=CC=C(C=C1)OC)CC1=CC=C(C=C1)OC